3-({3-[2-(trifluoromethyl)[1,1'-biphenyl]-4-yl]prop-2-ynyl}amino)benzoic acid FC(C1=C(C=CC(=C1)C#CCNC=1C=C(C(=O)O)C=CC1)C1=CC=CC=C1)(F)F